(S)-2-(5-(azepan-4-ylthio)pyrazin-2-yl)-5-(1H-imidazol-1-yl)phenol N1CC[C@H](CCC1)SC=1N=CC(=NC1)C1=C(C=C(C=C1)N1C=NC=C1)O